FC=1C=CC(=NC1)C(=O)N1CC2(CC1)CC(C1=CC(=CC=C12)C1CCC=2N(C1)C=CN2)O (5-Fluoropyridin-2-yl)(3-hydroxy-5-(5,6,7,8-tetrahydroimidazo[1,2-a]pyridin-6-yl)-2,3-dihydrospiro[inden-1,3'-pyrrolidin]-1'-yl)methanone